1-(Pyrazolo[1,5-a]pyridin-6-yl)dihydropyrimidine-2,4(1H,3H)-dione N1=CC=C2N1C=C(C=C2)N2C(NC(CC2)=O)=O